O(C1=CC=CC=C1)C1=C(C=CC=C1)C=C 1-phenoxy-2-vinylbenzene